tert-butyl 4-(4-bromo-2,5-difluorophenyl)-5,6-dihydropyridine-1(2H)-carboxylate BrC1=CC(=C(C=C1F)C1=CCN(CC1)C(=O)OC(C)(C)C)F